8-(4-Chlorophenyl)-1-(2,6-dimethylphenyl)-3-methyl-1,3-dihydro-2H-imidazo[4,5-c]quinolin-2-imine ClC1=CC=C(C=C1)C1=CC=2C3=C(C=NC2C=C1)N(C(N3C3=C(C=CC=C3C)C)=N)C